ClC1=NC(=C2N=CN(C2=N1)[C@@H]1[C@@H]2[C@]([C@@H]3[C@H]1OC(O3)(C)C)(C2)C(=O)OCC)NC(C2CCC2)C2CCC2 Ethyl (3aR,3bS,4aS,5R,5aS)-5-(2-Chloro-6-((dicyclobutylmethyl)amino)-9H-purin-9-yl)-2,2-dimethyltetrahydrocyclopropa[3,4]cyclopenta[1,2-d][1,3]dioxole-3b(3aH)-carboxylate